C(CCCC)N(CCCCC)C(CC)O N,N-dipentylaminopropanol